COC1=C(C=C(C=C1)C(F)(F)F)C1=CC(=NC=C1C(=O)OC)C methyl 4-(2-methoxy-5-(trifluoromethyl) phenyl)-6-methylnicotinate